(-)-N-(5-((cyclopropylmethylamino)(phenyl)methyl)-2-fluorophenyl)-1-(3-(N-hydroxycarbamimidoyl)phenyl)-3-(trifluoromethyl)-1H-pyrazole-5-carboxamide C1(CC1)CNC(C=1C=CC(=C(C1)NC(=O)C1=CC(=NN1C1=CC(=CC=C1)C(NO)=N)C(F)(F)F)F)C1=CC=CC=C1